C12COCC(N1CCN1C(C(=C(C3=CC(=CN=C13)C1=CC=C(C=C1)F)O)C(=O)NC13CC(C1)C3)=O)C2 (2-(3-oxa-6-azabicyclo[3.1.1]hept-6-yl)ethyl)-N-(bicyclo[1.1.1]pent-1-yl)-6-(4-fluorophenyl)-4-hydroxy-2-oxo-1,2-dihydro-1,8-naphthyridine-3-carboxamide